3-(3-Chloro-4-morpholino-anilino)-5-(methylamino)-6-(1-methylbenzimidazol-4-yl)pyrazin-2-carboxamid ClC=1C=C(NC=2C(=NC(=C(N2)NC)C2=CC=CC=3N(C=NC32)C)C(=O)N)C=CC1N1CCOCC1